4-((2,2-difluoroethyl)amino)benzoic acid FC(CNC1=CC=C(C(=O)O)C=C1)F